3-ethyl-benzothiazolin-6-sulfonic acid C(C)N1CSC2=C1C=CC(=C2)S(=O)(=O)O